ClC1=C(C=CC=C1CCNC1CC1)N1C=NC(=C1)C1=NC(=NC=C1C(F)(F)F)NC1CCN(CC1)S(=O)(=O)C 4-(1-(2-Chloro-3-(2-(cyclopropylamino)ethyl)phenyl)-1H-imidazol-4-yl)-N-(1-(methylsulfonyl)piperidin-4-yl)-5-(trifluoromethyl)pyrimidin-2-amine